NC(C#N)CO 2-amino-3-hydroxy-propanenitrile